tert-butyl (tert-butoxycarbonyl)(4-(methylsulfonyl)-2-(trifluoromethyl)phenyl)carbamate C(C)(C)(C)OC(=O)N(C(OC(C)(C)C)=O)C1=C(C=C(C=C1)S(=O)(=O)C)C(F)(F)F